6-bromo-3-[cyclopropoxy(difluoro)methyl]-[1,2,4]triazolo[4,3-a]pyridine BrC=1C=CC=2N(C1)C(=NN2)C(F)(F)OC2CC2